CC=1NC(=C(N1)Cl)Cl 2-methyl-4,5-dichloroimidazole